ClC1=NC=2C(CCC(C2C=C1)=O)OC1=CC=C(C=C1)Cl 2-chloro-8-(4-chlorophenoxy)-7,8-dihydroquinolin-5(6H)-one